6-(methylamino)-1H-benzo[d]imidazole-5-carbonitrile CNC=1C(=CC2=C(NC=N2)C1)C#N